FC[C@@H](C)N1CC2=CN=CC=C2C(=C1)C(C)C N-((R)-1-fluoropropan-2-yl)-4-isopropyl-2,7-naphthyridine